4-(4-hydroxyphenyl)-1,4-dihydrobenzo[f]quinoxalin-2,3-dione sodium salt [Na].OC1=CC=C(C=C1)N1C(C(NC=2C3=C(C=CC12)C=CC=C3)=O)=O